ClC1=NNC2=C(C=CC(=C12)OC1=CC(=CC=C1)Cl)S(=O)(=O)C(F)(F)F 3-chloro-4-(m-chlorophenoxy)-7-(trifluoromethylsulfonyl)-1H-indazole